C(C)(C)(C)OC(=O)N1[C@@H](CCC1)C=1C=C(C=C2CCN(CC12)C(=O)C1=NN(C=C1)C1CC1)Cl (S)-2-(6-chloro-2-(1-cyclopropyl-1H-pyrazole-3-carbonyl)-1,2,3,4-tetrahydroisoquinolin-8-yl)pyrrolidine-carboxylic acid tert-butyl ester